C[C@H]1N(CCOC1)C1=NC2=C(N=CC=C2C(=C1)N1CCC(CC1)CO)C1=CC=NN1C1OCCCC1 (1-{2-[(3R)-3-methylmorpholin-4-yl]-8-[1-(tetrahydro-2H-pyran-2-yl)-1H-pyrazol-5-yl]-1,7-naphthyridin-4-yl}piperidin-4-yl)methanol